N1(CC[C@@H]2[C@H]1CNCC2)C2=CC1=C(C[C@H](CO1)NC(=O)C1=C(C=3C(=NC(=CC3)C)S1)N)C=C2 N-[(3R)-7-[(3aR,7aS)-octahydro-1H-pyrrolo[2,3-c]pyridin-1-yl]-3,4-dihydro-2H-1-benzopyran-3-yl]-3-amino-6-methylthieno[2,3-b]pyridine-2-carboxamide